ClC1=C(C(=O)NC2=CC(=NC=C2)C(F)(F)F)C=C(C(=C1)C1=NC=C(C=C1C#C)F)F 2-chloro-4-(3-ethynyl-5-fluoropyridin-2-yl)-5-fluoro-N-(2-(trifluoromethyl)pyridin-4-yl)benzamide